COC=1C=C(C=CC1OC)CC(=O)C1=CC(=C(C(=C1)OC)OC)OC 2-(3,4-dimethoxyphenyl)-1-(3,4,5-trimethoxyphenyl)ethan-1-one